4,6-diisopropylpyrimidin-5-amine C(C)(C)C1=NC=NC(=C1N)C(C)C